1-cyclopropyl-6-methyl-4-oxo-1,4-dihydropyridine-3-carboxylic acid C1(CC1)N1C=C(C(C=C1C)=O)C(=O)O